C(C)(C)NC=1C=C(C(=O)OC)C=C(C1[N+](=O)[O-])OC Methyl 3-(isopropylamino)-5-methoxy-4-nitrobenzoate